6-formyl-2-methoxy-7-azaspiro[3.5]nonane-7-carboxylic acid tert-butyl ester C(C)(C)(C)OC(=O)N1C(CC2(CC(C2)OC)CC1)C=O